(R)-4-(chlorocarbonyl)-3-methylpiperazine-1-carboxylic acid tert-butyl ester C(C)(C)(C)OC(=O)N1C[C@H](N(CC1)C(=O)Cl)C